6-(benzyloxy)-7-fluoro-N-methyl-2,3-dihydrobenzofuran-3-amine C(C1=CC=CC=C1)OC1=C(C2=C(C(CO2)NC)C=C1)F